2-(3,5-di-tert-butyl-4-hydroxyphenyl)-2-phenyl-1-(p-tolyl)ethan-1-one C(C)(C)(C)C=1C=C(C=C(C1O)C(C)(C)C)C(C(=O)C1=CC=C(C=C1)C)C1=CC=CC=C1